(R)-6'-(5-(3-Hydroxy-1-methyl-2-oxopyrrolidin-3-yl)isoxazol-3-yl)-[2,2'-bipyridine]-4-carboxamide O[C@@]1(C(N(CC1)C)=O)C1=CC(=NO1)C1=CC=CC(=N1)C1=NC=CC(=C1)C(=O)N